FC(C=1C=C(CN2CCN(CC2)C=O)C=CC1)(F)F (4-(3-(trifluoromethyl)benzyl)piperazin-1-yl)methanone